C(C)N(CC#CC)CC 4-(diethylamino)-2-butyne